4-(4-methyl-3-(4-(3-pyridyl)pyrimidin-2-yl-amino)phenyl)semicarbazide CC1=C(C=C(C=C1)NC(NN)=O)NC1=NC=CC(=N1)C=1C=NC=CC1